Cl.NC\C=C(\CN1N=NC2=C1C=C(C=C2C2=CC(=C(C=C2)OC)S(N(C)C)(=O)=O)C(=O)OC)/F Methyl (Z)-1-(4-amino-2-fluorobut-2-en-1-yl)-4-(3-(N,N-dimethylsulfamoyl)-4-methoxyphenyl)-1H-benzo[d][1,2,3]triazol-6-carboxylate Hydrochloride